FC1=C(C(=CC=C1)F)NC1=NC=2N(C(=C1)NC)N=CC2NC(=O)NC 1-(5-((2,6-difluorophenyl)amino)-7-(methylamino)pyrazolo[1,5-a]pyrimidin-3-yl)-3-methylurea